C(C)(C)(C)OC([C@H](CCCCNC(CCCCC)=O)NC([C@H](CCCCNC(=O)OC(C)(C)C)NC(CCOCCOCCOCCN)=O)=O)=O (S)-2-[(S)-2-(3-{2-[2-(2-amino-ethoxy)-ethoxy]-ethoxy}-propionylamino)-6-tert-butoxycarbonylamino-hexanoylamino]-6-hexanoylamino-hexanoic acid tert-butyl ester